(R)-2-((4-chloro-2-fluorobenzyl)oxy)-5-fluoro-N-(pyrrolidin-3-yl)pyrimidin-4-amine ClC1=CC(=C(COC2=NC=C(C(=N2)N[C@H]2CNCC2)F)C=C1)F